3-amino-4-vinylbenzoic acid NC=1C=C(C(=O)O)C=CC1C=C